6-(4-((1-(5-chloropyrimidin-2-yl)azetidin-3-yl)methoxy)-3-fluorophenyl)-2H-benzo[d][1,3]oxathiole 3,3-dioxide ClC=1C=NC(=NC1)N1CC(C1)COC1=C(C=C(C=C1)C1=CC2=C(S(CO2)(=O)=O)C=C1)F